8-{[4-(tert-butoxy)-4-oxobutyl][2-hydroxy-6-oxo-6-(undecyloxy)hexyl]amino}-7-hydroxyoctanoic acid heptadec-9-yl ester CCCCCCCCC(CCCCCCCC)OC(CCCCCC(CN(CC(CCCC(OCCCCCCCCCCC)=O)O)CCCC(=O)OC(C)(C)C)O)=O